C(C#CC)N1C(CCC1)C=1C=C(N2C=NC=CC21)C2=C(C=C(C(=O)NC1=NC=CC(=C1)C1CC1)C=C2)F 4-(5-(1-(but-2-ynyl)pyrrolidin-2-yl)pyrrolo[1,2-c]pyrimidin-7-yl)-N-(4-cyclopropylpyridin-2-yl)-3-fluorobenzamide